tert-butyl (2S)-2-[2-(prop-1-en-2-yl)phenyl]pyrrolidine-1-carboxylate C=C(C)C1=C(C=CC=C1)[C@H]1N(CCC1)C(=O)OC(C)(C)C